ClC1=NC(=NC=C1Cl)C 4,5-dichloro-2-methylpyrimidine